3-[3-(2-methoxyphenyl)-1H-pyrrolo[2,3-b]pyridin-6-yl]-1-[2-[1-(oxetan-3-yl)piperidin-4-yl]ethyl]urea COC1=C(C=CC=C1)C1=CNC2=NC(=CC=C21)NC(NCCC2CCN(CC2)C2COC2)=O